2-(3-chlorophenyl)-1-cyclohexyl-2,2-difluoroethane-1-ol ClC=1C=C(C=CC1)C(C(O)C1CCCCC1)(F)F